ethyl 2-((2-fluorophenyl) amino)-2-oxoacetate FC1=C(C=CC=C1)NC(C(=O)OCC)=O